(R)-N-(3-(3-(cyclohexylmethoxy)phenyl)-3-hydroxypropyl)-2,2,2-trifluoroacetamide C1(CCCCC1)COC=1C=C(C=CC1)[C@@H](CCNC(C(F)(F)F)=O)O